(6-acetyl-3-pyridyl)methyl-7-(cyclopropylmethyl)-3-methyl-1H-purine-2,6(3H,7H)-dione C(C)(=O)C1=CC=C(C=N1)CN1C(N(C=2N=CN(C2C1=O)CC1CC1)C)=O